6,6,9-trimethyl-9-phenyl-5,6,7,9-tetrahydrothiazolo[4,5-b]quinolin-8(4H)-one CC1(CC(C=2C(C3=C(NC2C1)N=CS3)(C3=CC=CC=C3)C)=O)C